4-fluorophenyl-methyl-4,4,5,5-tetramethyl-1,3,2-dioxaborolane FC1=CC=C(C=C1)CB1OC(C(O1)(C)C)(C)C